C(C1=CC=CC=C1)OC=1C(=CC(=C(C1)NC(OCC=C)=O)C(=O)N1[C@@H](CC(=CC1)C1=CC=C(C=C1)S(NC)(=O)=O)CO)OC allyl (S)-(5-(benzyloxy)-2-(2-(hydroxymethyl)-4-(4-(N-methylsulfamoyl)phenyl)-1,2,3,6-tetrahydropyridine-1-carbonyl)-4-methoxyphenyl)carbamate